N-1H-indol-3-yl-N-methyl-1H-benzimidazol-2-amine N1C=C(C2=CC=CC=C12)N(C1=NC2=C(N1)C=CC=C2)C